OCC[N+](C)(C)C.[C@H]12C([C@H]3C(C[C@H](C[C@H]31)C2)([2H])[2H])=O |r| (+-)-(1R,3S,6R,8R)-tricyclo[4.2.1.03,8]Nonan-2-one-4,4-d2 choline